1-(4-(4-((1-(1-methoxypropan-2-yl)-1H-pyrazol-4-yl)amino)pyrimidin-2-yl)phenyl)imidazolidin-2-one COCC(C)N1N=CC(=C1)NC1=NC(=NC=C1)C1=CC=C(C=C1)N1C(NCC1)=O